BrC[C@]1([C@H]([C@@H]([C@@H](O1)N1C(NC(C(=C1)F)=O)=O)F)OC(C1=CC=CC=C1)(C1=CC=CC=C1)C1=CC=C(C=C1)OC)CO 1-[(2R,3S,4R,5R)-5-(bromomethyl)-3-fluoro-5-(hydroxymethyl)-4-[(4-methoxyphenyl)diphenylmethoxy]oxolan-2-yl]-5-fluoro-3H-pyrimidine-2,4-dione